CN1N=CC(=C1)C1=C2C=CC(=CC2=CC=C1)C(=O)N 5-(1-methylpyrazol-4-yl)naphthalene-2-carboxamide